tert-Butyl (R)-3-(((6-(6-(2,6-difluorophenoxy)hexyl)benzo[d]oxazol-2-yl)amino)methyl)pyrrolidine-1-carboxylate FC1=C(OCCCCCCC2=CC3=C(N=C(O3)NC[C@@H]3CN(CC3)C(=O)OC(C)(C)C)C=C2)C(=CC=C1)F